BrC(COC1=C(C=C(C=C1Br)C(C)(C)C1=CC(=C(C(=C1)Br)OCC(CBr)(Br)C)Br)Br)(CBr)C 2,2-bis[4'-(2'',3''-dibromo-2''-methylpropyloxy)-3',5'-dibromophenyl]-propane